C1(CC1)C=1C=C(C(=O)N=C2N(CCN2)CC(F)F)C=CC1NC1=CC(=CC=C1)NC(C(C)C)=O 3-cyclopropyl-N-[1-(2,2-difluoroethyl)imidazolidin-2-ylidene]-4-{[3-(2-methylpropanamido)phenyl]amino}benzamide